FC=1C=C(C=NC1OC)CN1C2CN(CC1C2)C2=CC=C(C=N2)C=2C=1N(C=C(C2)OCC(C)=O)N=CC1C#N 4-(6-(6-((5-Fluoro-6-methoxypyridin-3-yl)methyl)-3,6-diazabicyclo[3.1.1]heptan-3-yl)Pyridin-3-yl)-6-(2-oxopropoxy)pyrazolo[1,5-a]pyridine-3-carbonitrile